C(CCC)NC([C@H](C)NC1=NC=NC2=CC=C(C=C12)C=1C=NC(=CC1)OC)=O (S)-N-butyl-2-((6-(6-methoxypyridin-3-yl)quinazolin-4-yl)amino)propanamide